ClC1=CC(=C(C(=O)NC=2C=NC=[N+](C2)[O-])C=C1Cl)OC1=C(C=C(C=C1)F)OC([2H])([2H])[2H] 5-(4,5-dichloro-2-(4-fluoro-2-(trideuteromethoxy)phenoxy)benzamido)pyrimidine 1-oxide